CN1N=CC(=C1)C1=CC=CC(=N1)COC1=CC=C(C=C1)C(C)(C)C1=CC=C(OC2CC(C2)N)C=C1 (1r,3r)-3-(4-(2-(4-((6-(1-methyl-1H-pyrazol-4-yl)pyridin-2-yl)methoxy)phenyl)propan-2-yl)phenoxy)cyclobutylamine